C(CCC)S(P(=S)(OCCCC)[O-])CC=C dibutyl-S-allyl-dithiophosphate